5-isopropoxypentylamine C(C)(C)OCCCCCN